N-[3-(dimethylamino)cyclohexyl]-6-[4-(prop-2-enoylamino)-6-quinolyl]pyridine-2-carboxamide CN(C1CC(CCC1)NC(=O)C1=NC(=CC=C1)C=1C=C2C(=CC=NC2=CC1)NC(C=C)=O)C